4-(2,2-dimethyl-propylsulfinyl)aniline CC(CS(=O)C1=CC=C(N)C=C1)(C)C